C(C)(C)(C)OC(=O)N1C[C@H]([C@@H](C1)C1=C(C=CC(=C1)C(NC=1C=NC=C(C1)C(F)(F)F)=O)C)CO[Si](C)(C)C(C)(C)C (3S,4R)-3-(((tert-Butyldimethylsilyl)oxy)methyl)-4-(2-methyl-5-((5-(trifluoromethyl)pyridin-3-yl)carbamoyl)phenyl)pyrrolidine-1-carboxylic acid tert-butyl ester